tetra-n-butylammonium tetrakis(pentafluorophenyl)borate FC1=C(C(=C(C(=C1[B-](C1=C(C(=C(C(=C1F)F)F)F)F)(C1=C(C(=C(C(=C1F)F)F)F)F)C1=C(C(=C(C(=C1F)F)F)F)F)F)F)F)F.C(CCC)[N+](CCCC)(CCCC)CCCC